o-fluorophenyloxazoline FC1=C(C=CC=C1)C=1OCCN1